CC=1C=C2N(C3=CC=C(C=C3N=C2C2=CC=C(C=C2)C(F)(F)F)C(=O)OC)C1 Methyl 2-methyl-4-(4-(trifluoromethyl)phenyl)pyrrolo[1,2-a]quinoxaline-7-carboxylate